3-(4-fluoro-2-methyl-phenoxy)-6-(trifluoromethyl)pyridazine-4-carboxylic Acid FC1=CC(=C(OC=2N=NC(=CC2C(=O)O)C(F)(F)F)C=C1)C